[Ti].C(C)(=O)N[C@H]1[C@@H](O[C@@H]([C@@H]([C@@H]1O)O)CO)OCCCC(=O)NCCCCCC(=O)N1CCC(CC1)(CO)CO 4-(((2R,3R,4R,5R,6R)-3-acetamido-4,5-dihydroxy-6-(hydroxymethyl)tetrahydro-2H-pyran-2-yl)oxy)-N-(6-(4,4-bis(hydroxymethyl)piperidin-1-yl)-6-oxohexyl)butanamide titanium